(12aR)-9-bromo-10-chloro-7-methoxy-3,4,12,12a-tetrahydro-6H-pyrazino[2,1-c][1,4]benzoxazepine-2(1H)-carboxylic acid tert-butyl ester C(C)(C)(C)OC(=O)N1C[C@@H]2COC3=C(CN2CC1)C(=CC(=C3Cl)Br)OC